O1C(=NC2=C1C=CC=C2)SSC=2OC1=C(N2)C=CC=C1 2,2'-dithiobis(benzoxazole)